N-(4-[[4-(3-Ethylphenyl)piperazin-1-yl]sulfonyl]phenyl)-2-(N-methylmethanesulfonamido)-benzamide C(C)C=1C=C(C=CC1)N1CCN(CC1)S(=O)(=O)C1=CC=C(C=C1)NC(C1=C(C=CC=C1)N(S(=O)(=O)C)C)=O